N[C@H](C(=O)N[C@H]1CN(C[C@H](C1)C1CC1)C1=C2N=CC=NC2=C(C=C1)C#N)C(F)(F)F (R)-2-amino-N-((3R,5R)-1-(8-cyanoquinoxalin-5-yl)-5-cyclopropylpiperidin-3-yl)-3,3,3-trifluoropropionamide